NC1=NC(=NC=C1)C=1C(=NN(C1OCC[C@H](C)NC1=C(C=NC(=C1)Cl)C1=NC=C(C=N1)C(C)(C)O)C)C (S)-2-(2-(4-((4-((4-(4-aminopyrimidin-2-yl)-1,3-dimethyl-1H-pyrazol-5-yl)oxy)butan-2-yl)amino)-6-chloropyridin-3-yl)pyrimidin-5-yl)propan-2-ol